CC1=CC=CC(=N1)C1=C(N=CN1)C=1C=C2C=C(C=NC2=CC1)NC(=O)C1CNC1 N-[6-[5-(6-methyl-2-pyridyl)-1H-imidazol-4-yl]-3-quinolyl]azetidine-3-carboxamide